[methylenebis(4,1-phenylene)]bis[benzamide] C(C1=CC=C(C=C1)C1=C(C(=O)N)C=CC=C1)C1=CC=C(C=C1)C1=C(C(=O)N)C=CC=C1